FC(OC1=CC=C(C=C1)NC(NC1CCC(CC1)OC1=CC=C(C(=O)OC)C=C1)=O)(F)F Methyl 4-(((1r,4r)-4-(3-(4-(trifluoromethoxy)phenyl)ureido)cyclohexyl)oxy)benzoate